FC=1C=CC=C2C(N(C(=NC12)C)C1=CC=C(C=C1)O)=O 8-Fluoro-3-(4-hydroxyphenyl)-2-methylquinazolin-4(3H)-one